NC1=C(C(=NN1[C@@H](C(F)(F)F)C)C1=C2C=CNC2=C(C(=C1)F)CNC(C1=C(C=CC(=C1)F)OC)=O)C(=O)N (R)-5-amino-3-(6-fluoro-7-((5-fluoro-2-methoxybenzamido)methyl)-1H-indol-4-yl)-1-(1,1,1-trifluoropropan-2-yl)-1H-pyrazole-4-carboxamide